N-methylformimidamid CNC=N